CC=1C(C(=CC(C1CC=C(C)C)=O)C)=O 2,6-dimethyl-3-(3-methyl-2-buten-1-yl)-1,4-benzoquinone